C1(=CC=C(C=C1)NC1=CC=NC2=CC=CC=C12)C1=CC=CC=C1 N-(Biphenyl-4-yl)quinolin-4-amine